1-(2-methoxyethyl)-2-({4-[2-methyl-2-(pyridin-3-yl)-1,3-benzodioxol-4-yl]piperidin-1-yl}methyl)-1H-benzimidazole-6-carboxylic acid COCCN1C(=NC2=C1C=C(C=C2)C(=O)O)CN2CCC(CC2)C2=CC=CC=1OC(OC12)(C=1C=NC=CC1)C